1-(3-chloro-2-fluorophenyl)-2,2,2-trifluoroethan-1-ol ClC=1C(=C(C=CC1)C(C(F)(F)F)O)F